C(=C)C1SCCCS1 vinyl-1,3-dithiane